ClC1=CC=C(C=C1)C1=N[C@H](C=2N(C3=C1C(=C(S3)C)C)C(=NN2)C)CC(=O)N2CCC(CC2)C(=O)NC2=CC(=C(C(=O)OC)C=C2)C#CCO methyl (S)-4-(1-(2-(4-(4-chlorophenyl)-2,3,9-trimethyl-6H-thieno[3,2-f][1,2,4]triazolo[4,3-a][1,4]diazepin-6-yl)acetyl)piperidine-4-carboxamido)-2-(3-hydroxyprop-1-yn-1-yl)benzoate